BrC1=CC(=CC=2CCOC21)NC2=NC(=CC(=N2)N(C)C)C N2-(7-bromo-2,3-dihydrobenzofuran-5-yl)-N4,N4,6-trimethyl-pyrimidine-2,4-diamine